BrCC1=CC(=C(N=N1)NC1C(NC(CC1)=O)=O)F 3-((6-(bromomethyl)-4-fluoropyridazin-3-yl)amino)piperidine-2,6-dione